1-chloro-1,3-dibutyl-1,3-disilacyclobutane Cl[Si]1(C[SiH](C1)CCCC)CCCC